5-chloro-3-hydroxy-8-((1-methyl-1H-benzo[d]imidazol-6-yl)sulfonyl)quinazoline-2,4(1H,3H)-dione ClC1=C2C(N(C(NC2=C(C=C1)S(=O)(=O)C=1C=CC2=C(N(C=N2)C)C1)=O)O)=O